Cl.C(CCCCC)NCC(=O)OCC1=CC(=NC(=C1)Cl)Cl (2,6-Dichloropyridin-4-yl)methyl hexylglycinate hydrochloride